5-hydroxy-N-(4-methoxyphenyl)-5-(2-methylphenyl)-octahydrocyclopenta[c]pyrrole-2-carboxamide OC1(CC2C(CN(C2)C(=O)NC2=CC=C(C=C2)OC)C1)C1=C(C=CC=C1)C